C(CCCCCC)OCOCCCC(CC(CC(C)[Mg]Cl)C)C 8-heptyloxymethoxy-1,3,5-trimethyloctylmagnesium chloride